C(C)(C)N1N=C(C=2C=NC(=CC21)NC2=NC(=NC=C2)N2CCC(CC2)OC)C(=O)O 1-isopropyl-6-((2-(4-methoxypiperidin-1-yl)pyrimidin-4-yl)amino)-1H-pyrazolo[4,3-c]pyridine-3-carboxylic acid